C1(CC(C(CC1)C(C)C)C(=O)N)C p-menthanecarboxamide